2-methyl-5-(3-methoxyphenyl)-N-(3-(3,3-difluoro-2-methylallyl)-1,2,4-thiadiazol-5-yl)thiophene-3-carboxamide CC=1SC(=CC1C(=O)NC1=NC(=NS1)CC(=C(F)F)C)C1=CC(=CC=C1)OC